NC1=C(C=C(C=N1)NC(C(=O)N1[C@@H](CC[C@H](C1)C)C1=CC=C(C=C1)O)=O)C N-(6-amino-5-methyl-3-pyridyl)-2-[(2S,5R)-2-(4-hydroxyphenyl)-5-methyl-1-piperidyl]-2-oxo-acetamide